3-(2,4-dioxotetrahydropyrimidin-1(2H)-yl)benzoyl chloride O=C1N(CCC(N1)=O)C=1C=C(C(=O)Cl)C=CC1